2-((2-cyclopentylethyl)thio)pyrimidine-4,6-diol C1(CCCC1)CCSC1=NC(=CC(=N1)O)O